(3-cyclopropyl-propyl)benzene C1(CC1)CCCC1=CC=CC=C1